hydroxy-3'-((diethylamino)methyl)-4'-chloroisoflavone OC=1OC2=CC=CC=C2C(C1C1=CC(=C(C=C1)Cl)CN(CC)CC)=O